6-Chloro-N-ethoxy-4-((2-methoxy-3-(5-methylpyrimidin-2-yl)phenyl)amino)pyridazine-3-carboxamide ClC1=CC(=C(N=N1)C(=O)NOCC)NC1=C(C(=CC=C1)C1=NC=C(C=N1)C)OC